(1R,3S)-3-(4-(4-((((R)-1-(2-chlorophenyl)ethoxy)carbonyl)amino)-3-methylisoxazol-5-yl)phenoxy)cyclohexane-1-carboxylic acid ClC1=C(C=CC=C1)[C@@H](C)OC(=O)NC=1C(=NOC1C1=CC=C(O[C@@H]2C[C@@H](CCC2)C(=O)O)C=C1)C